COC1=C(C=CC(=C1)S(=O)(=O)N1CCOCC1)NC=1N=C(C2=C(N1)NC=C2C#N)N[C@H]2COCC2 (R)-2-((2-methoxy-4-(morpholinosulfonyl)phenyl)amino)-4-((tetrahydrofuran-3-yl)amino)-7H-pyrrolo[2,3-d]pyrimidine-5-carbonitrile